[C-]#N.C(C)[N+]1(CCCCC1)CCC 1-Ethyl-1-propylpiperidinium cyanid